CC=1C=C2N(C(C(=NC2=CC1C)C(=O)NCC1=CC=C(C=C1)C(F)(F)F)=O)C[C@@H]([C@@H]([C@@H](CO)O)O)O 6,7-dimethyl-3-oxo-4-((2s,3s,4r)-2,3,4,5-tetrahydroxypentyl)-N-(4-(trifluoromethyl)benzyl)-3,4-dihydroquinoxaline-2-carboxamide